4-bromo-3-fluoro-2-{[(2S)-1,1,1-trifluoropropan-2-yl]oxy}benzonitrile BrC1=C(C(=C(C#N)C=C1)O[C@H](C(F)(F)F)C)F